FC=1C=C(C=CC1Cl)[C@@H](CO)N1C(N2C(C1)=CC(=C2)C2=NC(=NC=C2C)NC2=CC=NN2C)=O (S)-2-(1-(3-fluoro-4-chlorophenyl)-2-hydroxyethyl)-6-(5-methyl-2-((1-methyl-1H-pyrazol-5-yl)amino)pyrimidin-4-yl)-1H-pyrrolo[1,2-c]imidazol-3(2H)-one